O[C@@H](COC=1C(=C(C(=C(C(=O)N)C1)NC1=C(C=C(C=C1)I)F)F)F)CO ((R)-2,3-dihydroxy-propoxy)-3,4-difluoro-2-(2-fluoro-4-iodo-phenylamino)-benzamide